CC1(C(=NC2=C3C(=CC=C12)C=CC=C3)C)C trimethyl-3H-benzo[g]indole